C(#N)CN1CC(C1)C1=NNC2=C1C=NC(=C2)CC(=O)N (3-(1-(cyanomethyl)azetidin-3-yl)-1H-pyrazolo[4,3-c]pyridin-6-yl)acetamide